2-oxo-4-[(hydroxy)(methyl)phosphinoyl]-butyric acid O=C(C(=O)O)CCP(=O)(C)O